N-(bis(4-(tributylsilyl)phenyl)phosphaneyl)-N-methyl-1-phenyl-1-(2-(trifluoromethoxy)phenyl)phosphanamine C(CCC)[Si](C1=CC=C(C=C1)P(N(P(C1=C(C=CC=C1)OC(F)(F)F)C1=CC=CC=C1)C)C1=CC=C(C=C1)[Si](CCCC)(CCCC)CCCC)(CCCC)CCCC